2-[2-[2-[2-[2-[2-(2,2-dimethoxyethoxy)ethoxy]ethoxy]ethoxy]ethoxy]ethoxy]ethanol COC(COCCOCCOCCOCCOCCOCCO)OC